CN(C1=CC=C(C=C1)B(O)O)C 4-(DIMETHYLAMINO)PHENYLBORONIC ACID